(2r,3r,4r,5s,6r)-2-azido-6-(hydroxymethyl)tetrahydro-2H-pyran-3,4,5-triol N(=[N+]=[N-])[C@@H]1O[C@@H]([C@H]([C@H]([C@H]1O)O)O)CO